cyclobutane-1,1,3,3-tetracarboxylic acid C1(CC(C1)(C(=O)O)C(=O)O)(C(=O)O)C(=O)O